ethyl 2-((1-methyl-1H-pyrazol-4-yl)amino)-4-(((1s,4s)-4-(4-((1-(piperidin-4-ylmethyl)piperidin-4-yl) methyl)piperazin-1-yl)cyclohexyl)amino)pyrimidine-5-carboxylate hydrochloride Cl.CN1N=CC(=C1)NC1=NC=C(C(=N1)NC1CCC(CC1)N1CCN(CC1)CC1CCN(CC1)CC1CCNCC1)C(=O)OCC